(3S,6S,9S,12S,15S,17S)-6-(aminomethyl)-3-((3-aminopropoxy)methyl)-15,16-dibutyl-9-cyclohexyl-13,17-dimethyl-12-propyl-1,4,7,10,13,16-hexaazacyclooctadecane-2,5,8,11,14-pentaone NC[C@H]1C(N[C@H](C(NC[C@@H](N([C@H](C(N([C@H](C(N[C@H](C(N1)=O)C1CCCCC1)=O)CCC)C)=O)CCCC)CCCC)C)=O)COCCCN)=O